C(C)(C)(C)OC(=O)NCCCN1N=CC(=C1)C1=CC=C(OC[C@H](C(=O)OC(C)(C)C)O)C=C1 (R)-tert-butyl 3-(4-(1-(3-((tert-butoxycarbonyl) amino) propyl)-1H-pyrazol-4-yl) phenoxy)-2-hydroxy-propanoate